FC=1C(=C(C=CC1F)[C@@H]1CO[C@@]([C@H]1C)(C(F)(F)F)C)OC (2S,3R,4S,5S)-3-(3,4-difluoro-2-methoxy-phenyl)-4,5-dimethyl-5-(trifluoromethyl)tetrahydrofuran